F[C@H]1[C@@]2(CC[C@](C[C@H]1OC=1N=NC(=CC1)C1=C(C=C(C=C1)C=1C=NNC1)OCOC)(N2C(=O)OC(C)(C)C)C)C |r| rac-tert-butyl (1S,2S,3R,5R)-2-fluoro-3-((6-(2-(methoxymethoxy)-4-(1H-pyrazol-4-yl)phenyl)pyridazin-3-yl)oxy)-1,5-dimethyl-8-azabicyclo[3.2.1]octane-8-carboxylate